ClC1=CC(=C2C=C(N=CC2=C1)C=1CCN(CC1)C(=O)OC(C)(C)C)F tert-butyl 4-(7-chloro-5-fluoro-3-isoquinolinyl)-3,6-dihydro-2H-pyridine-1-carboxylate